ClC=1C=C2CN(C(C2=C(C1)C#CC(C)(C)O)=O)[C@@H](C)C1CC1 (S)-5-chloro-2-(1-cyclopropylethyl)-7-(3-hydroxy-3-methylbut-1-yn-1-yl)isoindolin-1-one